N-([1,1'-Biphenyl]-3-ylmethyl)-1-(4-methoxypyridin-2-yl)-1H-pyrazole-4-carboxamide C1(=CC(=CC=C1)CNC(=O)C=1C=NN(C1)C1=NC=CC(=C1)OC)C1=CC=CC=C1